Di(9-decenyl) Itaconate C(C(=C)CC(=O)OCCCCCCCCC=C)(=O)OCCCCCCCCC=C